FC(C(=O)O)(F)F.ClC1=C(N(C=N1)CC(F)(F)F)CSC=1NC(C2=C(N1)CCC2)=O 2-({[5-chloro-3-(2,2,2-trifluoroethyl)imidazol-4-yl]methyl}sulfanyl)-3H,5H,6H,7H-cyclopenta[d]pyrimidin-4-one trifluoroacetate salt